[N+](=O)([O-])[O-].C1(=CC=CC=C1)[N+]1=C(C=C(C=C1C1=CC=CC=C1)C1=CC=CC=C1)C1=CC=CC=C1 1,2,4,6-tetraphenylpyridinium nitrate